4-fluoro-2-iodo-1-methyl-benzene FC1=CC(=C(C=C1)C)I